N-(2-(2-(dimethylamino)ethoxy)-5-((4-(7-methoxy-1-methyl-1H-indol-3-yl)-5-(trifluoromethyl)pyrimidin-2-yl)amino)phenyl)acetamide CN(CCOC1=C(C=C(C=C1)NC1=NC=C(C(=N1)C1=CN(C2=C(C=CC=C12)OC)C)C(F)(F)F)NC(C)=O)C